C(C)(C)(C)OC(=O)NCCC[C@@H](C(=O)OC)NC(C1=CC=C(C=C1)NCC=1C(=C2C(=NC(=NC2=CC1)N)N)Cl)=O Methyl (S)-5-((tert-butoxycarbonyl)amino)-2-(4-(((2,4-diamino-5-chloroquinazolin-6-yl)methyl) amino)benzamido)pentanoate